C(CCCCC)C1=C(C=CC=C1)C(Br)(C1=C(C=CC=C1)CCCCCC)C1=C(C=CC=C1)CCCCCC tris(hexylphenyl)bromomethane